C(CCCC)OC1CCC(CC1)NC(=O)C=1C=NN2C1N=CC=C2 N-((1R,4R)-4-(pentyloxy)cyclohexyl)pyrazolo[1,5-a]pyrimidine-3-carboxamide